6-(1'-cyclopropyl-[1,4'-bipiperidin]-4-yl)-5-fluoro-1-methyl-2-(4-(methylsulfonyl)phenyl)-1H-benzo[d]imidazole C1(CC1)N1CCC(CC1)N1CCC(CC1)C=1C(=CC2=C(N(C(=N2)C2=CC=C(C=C2)S(=O)(=O)C)C)C1)F